2-(2-Methylphenyl)-1,3-benzoxazol-6-amine CC1=C(C=CC=C1)C=1OC2=C(N1)C=CC(=C2)N